3-((2-((2-(3-chlorophenyl)-1-hydroxy-propan-2-yl)amino)-1H-benzo[d]imidazol-4-yl)methyl)-1-methoxy-1-methyl-urea ClC=1C=C(C=CC1)C(CO)(C)NC1=NC2=C(N1)C=CC=C2CNC(N(C)OC)=O